CC1(C(NC=2C=C3C(=NC21)CCC3)=O)C 3,3-dimethyl-3,5,6,7-tetrahydrocyclopenta[b]pyrrolo[2,3-e]pyridin-2(1H)-one